4-chloro-7-(4-fluoro-2-methoxy-phenyl)-6-(1H-pyrazol-4-yl)pyrazolo[1,5-a]pyrazine ClC=1C=2N(C(=C(N1)C=1C=NNC1)C1=C(C=C(C=C1)F)OC)N=CC2